1-(6-chloro-3,4-dihydro-2,7-naphthyridin-2(1H)-yl)-2-methylpropan-1-one ClC=1C=C2CCN(CC2=CN1)C(C(C)C)=O